((2,6-dimethyl-pyrimidin-4-yl)amino)-N-ethoxy-4-((4-ethoxy-2-(N-methyl-methanesulfonamido)phenyl)amino)nicotinamide CC1=NC(=CC(=N1)NC1=C(C(=O)NOCC)C(=CC=N1)NC1=C(C=C(C=C1)OCC)N(S(=O)(=O)C)C)C